(2S)-1-chloro-1-oxoprop-2-yl acetate C(C)(=O)O[C@H](C(=O)Cl)C